[N+](=O)([O-])C=1C=C(C=CC1)CC(C(=O)O)C1CN(CCO1)CC1=CC=CC=C1 3-(3-nitrophenyl)-2-[4-benzylmorpholin-2-yl]propanoic acid